6-Cyano-3-(N-methylacetamido)pyridine-2-carboxylic acid ethyl ester C(C)OC(=O)C1=NC(=CC=C1N(C(C)=O)C)C#N